BrCC1=C(C=C2C=CC(=NC2=C1)Cl)OC 7-(bromomethyl)-2-chloro-6-methoxyquinoline